2-(4-cyclopropyl-1H-imidazol-1-yl)-4-(methylsulfonyl)pyrimidine C1(CC1)C=1N=CN(C1)C1=NC=CC(=N1)S(=O)(=O)C